(S)-(3-(1-Amino-1,3-dihydrospiro[indene-2,4'-piperidin]-1'-yl)-6-(3-((2-(methylamino)pyrimidin-5-yl)oxy)prop-1-yn-1-yl)pyrazin-2-yl)methanol N[C@@H]1C2=CC=CC=C2CC12CCN(CC2)C=2C(=NC(=CN2)C#CCOC=2C=NC(=NC2)NC)CO